O=C(CCCC=CC=CC(=O)O)CCCCCCCCC (10E,12E)-9-oxo-octadecadienoic acid